6-METHOXY-1-METHYL-7-NITROPYRAZOLO[4,3-C]PYRIDIN-3-OL COC1=C(C2=C(C=N1)C(=NN2C)O)[N+](=O)[O-]